isopropyl 2-chloro-4-fluoro-5-(5,6,7,8-tetrahydro-3-oxo-1,2,4-triazolo[4,3-a]pyridin-2(3H)-yl)-benzoate ClC1=C(C(=O)OC(C)C)C=C(C(=C1)F)N1N=C2N(CCCC2)C1=O